Cl.FC1=CC(=C(C(=C1)C)C=1CCCC2=C(C1C1=CC=C(C=C1)CC1CN(CC1)CCCF)C=CC(=C2)C(=O)O)C 8-(4-fluoro-2,6-dimethylphenyl)-9-(4-((1-(3-fluoropropyl)pyrrolidin-3-yl)methyl)phenyl)-6,7-dihydro-5H-benzo[7]annulene-3-carboxylic acid hydrochloride